{(2-(2,6-dioxo(3-piperidyl))-1,3-dioxoisoindolin-4-yl)methyl}propanamide O=C1NC(CCC1N1C(C2=CC=CC(=C2C1=O)CC(C(=O)N)C)=O)=O